N1(C=NC=C1)C=1C=C(CN(C2=CC=C(C=C2)OCCOCCOCC2=CC=CC=C2)CC2=CC(=CC=C2)OC)C=CC1 N-(3-(1H-imidazol-1-yl)benzyl)-4-(2-(2-(benzyloxy)ethoxy)ethoxy)-N-(3-methoxybenzyl)aniline